FC1=C(C=CC=C1)C=1C(=CN(C(C1)=O)C[C@]1(C(CNCC1)(C)C)O)C(=O)OCC Ethyl (S)-4-(2-fluorophenyl)-1-((4-hydroxy-3,3-dimethylpiperidin-4-yl)methyl)-6-oxo-1,6-dihydropyridine-3-carboxylate